N,N-bis(2-methoxyethyl)-4,8-bis(4-methoxypiperidin-1-yl)-6-((2-methylpyridin-4-yl)methoxy)pyrimido[5,4-d]pyrimidin-2-amine COCCN(C=1N=C(C2=C(N1)C(=NC(=N2)OCC2=CC(=NC=C2)C)N2CCC(CC2)OC)N2CCC(CC2)OC)CCOC